TETRAHYDRO-4-METHYL-2-(2-METHYL-1-PROPENYL)-2H-PYRAN CC1CC(OCC1)C=C(C)C